5-fluoropyridine-2-carboxamide FC=1C=CC(=NC1)C(=O)N